tert-butyl (2R)-7-[(tert-butoxycarbonyl) (methyl)amino]-2-ethyl-2,3-dihydropyrido[2,3-f][1,4]oxazepine-4(5H)-carboxylate C(C)(C)(C)OC(=O)N(C=1C=CC2=C(CN(C[C@H](O2)CC)C(=O)OC(C)(C)C)N1)C